3'-methyl-3H-spiro[isobenzofuran-1,9'-dibenzopyran]-3-one CC1=CC2=C(C=3C(=CO2)C=CC2(C3)OC(C3=CC=CC=C32)=O)C=C1